methyl 6-(((1-methylcyclobutyl) amino) methyl)-[1,2,4]triazolo[1,5-a]pyridine-8-carboxylate CC1(CCC1)NCC=1C=C(C=2N(C1)N=CN2)C(=O)OC